(3-((5-(4,5,6,7-tetrahydropyrazolo[1,5-a]pyrazin-3-yl)pyridin-2-yl)methyl)-1,2,3-oxadiazol-3-ium-5-yl)((3-(trifluoromethyl)phenyl)carbamoyl)amide N1=CC(=C2N1CCNC2)C=2C=CC(=NC2)C[N+]2=NOC(=C2)[N-]C(NC2=CC(=CC=C2)C(F)(F)F)=O